BrC=1C=CC(=C(C1)N(C(C)=O)C)SC N-(5-bromo-2-(methylthio)phenyl)-N-methylacetamide